C(#N)C1=CC=C(C=C1)C1=C(C(=O)O)C(=CN=C1)F (4-cyanophenyl)-5-fluoroisonicotinic acid